C(C)(C)(C)OC(=O)NCC(=O)N[C@@H](CC(=O)OC)C1=CC(=CC(=C1)C(F)(F)F)Cl methyl (S)-3-(2-((tert-butoxycarbonyl)amino)acetamido)-3-(3-chloro-5-(trifluoromethyl)phenyl)propanoate